OCCCS(=O)(=O)OCCCS(=O)(=O)O 3-(((3-hydroxypropyl)sulfonyl)oxy)propane-1-sulfonic acid